2-chloro-N4-((5-(pyrrolidin-1-ylmethyl)thien-2-yl)methyl)quinolin-3,4-diamine ClC1=NC2=CC=CC=C2C(=C1N)NCC=1SC(=CC1)CN1CCCC1